methyl 3-(3-bromophenyl)-3H-imidazo[4,5-b]pyridine-6-carboxylate BrC=1C=C(C=CC1)N1C=NC=2C1=NC=C(C2)C(=O)OC